CN1C(=CC(C=2C(CC(CC12)C1=C(C=CC=C1)OC)=O)C1=CC=CC=C1)C methyl-7-(2-methoxyphenyl)-2-methyl-5-oxo-4-phenyl-1,4,5,6,7,8-hexahydroquinoline